NCCNCC1=NC=CC=C1 (2-aminoethyl)(2-picolyl)amine